4-((dibenzylamino)methyl)-2-methoxyphenol C(C1=CC=CC=C1)N(CC1=CC=CC=C1)CC1=CC(=C(C=C1)O)OC